2-fluoro-5-(2-hydroxyethyl)-N,N-bis(4-methoxybenzyl)benzenesulfonamide FC1=C(C=C(C=C1)CCO)S(=O)(=O)N(CC1=CC=C(C=C1)OC)CC1=CC=C(C=C1)OC